N-(7-fluoroquinazolin-4-yl)-O-(3-(2-(5,6,7,8-tetrahydro-1,8-naphthyridin-2-yl)ethyl)cyclobutyl)homoserine titanium ruthenium tin [Sn].[Ru].[Ti].FC1=CC=C2C(=NC=NC2=C1)N[C@@H](CCOC1CC(C1)CCC1=NC=2NCCCC2C=C1)C(=O)O